5,7-dihydro-spiro[cyclopenta[b]pyridin-6,4'-piperidin]-7-amine N1CCC2(CC1)CC=1C(=NC=CC1)C2N